1-METHYL-8-NAPHTHALDEHYDE CC1=CC=CC2=CC=CC(=C12)C=O